3-Carboxybenzenesulfonic acid sodium salt [Na+].C(=O)([O-])C=1C=C(C=CC1)S(=O)(=O)[O-].[Na+]